FCC1=CC2=C(C=N1)CC1(C(N=C(O1)N1CCC3(CC1)OCC1=C3C=CC=C1)=O)C2 3-(fluoromethyl)-2'-(1'H,3H-spiro[2-benzofuran-1,4'-piperidin]-1'-yl)-5,7-dihydro-4'H-spiro[cyclopenta[c]pyridine-6,5'-[1,3]oxazol]-4'-one